CN1C(=NC(=C1)C(F)(F)F)C1=CC=C(C=C1)CC1=CNC2=C1N=C(N=C2)C=2C(=NC=CC2)OCC(F)(F)F 7-[[4-[1-methyl-4-(trifluoromethyl)imidazol-2-yl]phenyl]methyl]-2-[2-(2,2,2-trifluoroethoxy)-3-pyridyl]-5H-pyrrolo[3,2-d]pyrimidine